FC1=CC=C(C=N1)CC(CC(=C)C)NS(=O)C(C)(C)C N-[1-[(6-fluoro-3-pyridyl)methyl]-3-methyl-but-3-enyl]-2-methyl-propane-2-sulfinamide